ClC=1C=CC=C2C(C=C(OC12)C1=C(OCCN2C[C@H](CC2)C(=O)NS(=O)(=O)C)C=C(C=C1)C(F)(F)F)=O (3S)-1-[2-[2-(8-chloro-4-oxo-chromen-2-yl)-5-(trifluoromethyl)phenoxy]ethyl]-N-methylsulfonyl-pyrrolidine-3-carboxamide